8'-fluoro-6'-[(2-methoxyethoxy)methoxy]-3',4'-dihydro-1'H-spiro[[1,3]dioxolane-2,2'-naphthalene] FC=1C=C(C=C2CCC3(CC12)OCCO3)OCOCCOC